(3-{6-amino-5-[1-(2-chloro-3,6-difluoro-phenyl)-ethoxy]-pyridin-3-yl}-phenyl)-((R)-3-amino-pyrrolidin-1-yl)-methanone NC1=C(C=C(C=N1)C=1C=C(C=CC1)C(=O)N1C[C@@H](CC1)N)OC(C)C1=C(C(=CC=C1F)F)Cl